C(C)(=O)[O-].C[N+]1(CCCCC1)CC1=CC=C(C=C1)C=C N-methyl-1-(4-vinylbenzyl)-piperidin-1-ium acetate